FC=1C=C(COC=2C=C(C=CC2NS(=O)(=O)C(F)F)C2=NNC(=C2C(=O)N)NC2=NC(=CC=C2)C(F)(F)F)C=CC1F 3-(3-((3,4-difluorobenzyl)oxy)-4-((difluoromethyl)sulfonamido)phenyl)-5-((6-(trifluoromethyl)pyridine-2-yl)amino)-1H-pyrazole-4-carboxamide